FC1=C(C=C2C=C(N=CC2=C1)NC(O[C@@H]1COC2(C1)CNCC2)=O)C2=C(C1=C(OCCN1)N=C2)C (S)-1-Oxa-7-azaspiro[4.4]nonan-3-yl (7-fluoro-6-(8-methyl-2,3-dihydro-1H-pyrido[2,3-b][1,4]oxazin-7-yl)isoquinolin-3-yl)carbamate